5-bromo-4-chloro-2-(methylthio)pyrimidine BrC=1C(=NC(=NC1)SC)Cl